FC1=C(C(=C(C(=C1F)F)F)C(C1=CC=C(C=C1)OC)=O)S(=O)(=O)N(C)C 2,3,4,5-tetrafluoro-6-(4-methoxybenzoyl)-N,N-dimethylbenzenesulfonamide